1-((8-((2,2'-dimethyl-3'-(3-morpholinopropoxy)-[1,1'-biphenyl]-3-yl)amino)-1,7-naphthyridin-3-yl)methyl)piperidine-2-acetic acid CC1=C(C=CC=C1NC=1N=CC=C2C=C(C=NC12)CN1C(CCCC1)CC(=O)O)C1=C(C(=CC=C1)OCCCN1CCOCC1)C